CC=1C(=NC=CC1OCC(F)(F)F)CS(=O)C=1NC2=C(N1)C=CC=C2 2-[[3-methyl-4-(2,2,2-trifluoroethoxy)-2-pyridyl]methylsulfinyl]benzimidazole